Dipotassium hydrogen carbonate C(O)([O-])=O.[K+].[K+].C(O)([O-])=O